C(C)(C)(C)OC(NCCC1=CC=C(C=C1)NC(=O)C1CCN(CC1)C)=O 4-(1-methylpiperidine-4-carboxamido)phenethylcarbamic acid tert-butyl ester